(5-(6-(azetidin-1-yl)-7-fluoro-1H-imidazo[4,5-c]pyridin-2-yl)-1H-pyrrol-3-yl)(2-(trifluoromethyl)phenyl)methanone N1(CCC1)C1=C(C2=C(C=N1)N=C(N2)C2=CC(=CN2)C(=O)C2=C(C=CC=C2)C(F)(F)F)F